(S)-3-(4-((1-(5-(3,5-difluorophenyl)-4,5-dihydro-1H-pyrazole-1-carbonyl)azetidin-3-yl)oxy)-5-fluoropyridin-2-yl)-N,1,4-trimethyl-1H-pyrazole-5-carboxamide FC=1C=C(C=C(C1)F)[C@@H]1CC=NN1C(=O)N1CC(C1)OC1=CC(=NC=C1F)C1=NN(C(=C1C)C(=O)NC)C